COC(CC1=C(C(=CC=C1)N)N)C (2-methoxypropyl)benzene-1,2-diamine